[1,1-dimethyl-2-[2-methyl-4-(1-methylethoxy)phenyl]-2-oxoethyl]-3-methyl-2-thiophenecarboxamide CC(C(=O)C1=C(C=C(C=C1)OC(C)C)C)(C)C=1C(=C(SC1)C(=O)N)C